N-(1-(5-(6-ethoxy-1H-pyrazolo[3',4':3,4]pyrazolo[1,5-a]pyridin-4-yl)pyrazin-2-yl)-4-methylpiperidin-4-yl)-2,3,6-trifluorobenzamide C(C)OC=1C=C(C=2N(C1)N=C1C2C=NN1)C=1N=CC(=NC1)N1CCC(CC1)(C)NC(C1=C(C(=CC=C1F)F)F)=O